C(C)(C)(C)OC(=O)C1=C(N=NN1C)C=1C=CC2=C(OC(C(N2)=O)C)N1 1-methyl-4-(3-methyl-2-oxo-2,3-dihydro-1H-pyrido[2,3-b][1,4]Oxazine-6-Yl)-1H-1,2,3-triazole-5-carboxylic acid tert-butyl ester